C(C)[C@H]1N(C[C@@H](N(C1)C=1C=2C(NC(C1)=O)=CNN2)C)C(C)C=2C=C1N=CC=NC1=CC2 7-((2S,5R)-5-ethyl-2-methyl-4-(1-(quinoxalin-6-yl)ethyl)piperazin-1-yl)-2,4-dihydro-5H-pyrazolo[4,3-b]pyridin-5-one